Cl.Cl.CN(CCC1=CNC2=CC=CC(=C12)OC([C@@H](N)C(C)C)=O)C l-valine 3-(2-(dimethylamino) ethyl)-1H-indol-4-yl ester dihydrochloride